5-(methoxymethyl)-1,2,4-oxadiazole-3-carboxylic acid ethyl ester C(C)OC(=O)C1=NOC(=N1)COC